FC(CN1N=CC(=C1)C1=C(N=C2N(C=CC(N2)=O)C1=O)C(F)(F)F)(C(F)(F)F)F 7-(1-(2,2,3,3,3-pentafluoropropyl)-1H-pyrazol-4-yl)-8-(trifluoromethyl)-2H-pyrimido[1,2-a]pyrimidine-2,6(1H)-dione